5-bromo-2-chloro-N-[(2-chloro-5-fluorophenyl)carbonyl]-N-[(4-methoxyphenyl)methyl]pyridine-3-carboxamide BrC=1C=C(C(=NC1)Cl)C(=O)N(CC1=CC=C(C=C1)OC)C(=O)C1=C(C=CC(=C1)F)Cl